C(C=C)ON=C(CCl)C 1-chloropropane-2-one O-allyloxime